8-(4-chloro-6-methoxybenzo[d]thiazol-2-yl)-3,6-dimethylquinazolin-4(3H)-one ClC1=CC(=CC2=C1N=C(S2)C=2C=C(C=C1C(N(C=NC21)C)=O)C)OC